(4-oxo-4H-quinolin-1-yl)-acetylbenzene O=C1C=CN(C2=CC=CC=C12)C1=C(C=CC=C1)C(C)=O